F[C@H]1[C@@H]2CC[C@H](C[C@H]1N(C1=CN=C(N=N1)C=1C=C3C(C=C(OC3=CC1O)C)=O)C)N2 6-(6-(((1S,2S,3R,5R)-2-fluoro-8-azabicyclo[3.2.1]oct-3-yl)(methyl)amino)-1,2,4-triazin-3-yl)-7-hydroxy-2-methyl-4H-chromen-4-one